C(C1=CC=CC=C1)OC(=O)NC1CC(N(C1)C(C[C@H](C1=CC=C(C=C1)Cl)N(C)C(=O)OC(C)(C)C)=O)C(=O)O 4-{[(benzyloxy)carbonyl]amino}-1-[(3R)-3-{[(tert-butoxy)carbonyl](methyl)amino}-3-(4-chlorophenyl)propanoyl]pyrrolidine-2-carboxylic acid